methyl-(trichloroacetoxy)silane C[SiH2]OC(C(Cl)(Cl)Cl)=O